C(C)(=O)ON=C(C)C=1C=CC=2N(C3=CC=C(C=C3C2C1)C(C1=C(C=CC=C1)C)=O)CC 1-[9-Ethyl-6-(2-methylbenzoyl)-9H-carbazol-3-yl]ethanone-(O-acetyloxime)